C(N)(=O)N(C1=CC=C(C=C1)N1CCN(CC1)C(=O)OC(C)(C)C)CCC(=O)OC tert-butyl 4-[4-[carbamoyl-(3-methoxy-3-oxo-propyl)amino]phenyl]piperazine-1-carboxylate